3-Benzo[d]imidazo[2,1-b]thiazol-2-yl-chromen-2-one N=1C(=CN2C1SC1=C2C=CC=C1)C=1C(OC2=CC=CC=C2C1)=O